(4-amino-2,2-dioxido-1H-2,1,3-benzothiadiazin-5-yl)-oxyl-2,2-dimethyl-N-propylpropanamide NC1=NS(NC2=C1C(=CC=C2)C(C(C(=O)NCCC)(C)C)O)(=O)=O